CN(S(=O)(=O)N1C=NC(=C1)CSC1=C(C=CC=C1)C=1C=NC=CC1)C N,N-dimethyl-4-(((2-(pyridin-3-yl)phenyl)thio)methyl)-1H-imidazole-1-sulfonamide